C(C)OC(=O)[C@@H]1[C@H]2CC(=C[C@@H]12)C1=NN(C(=C1)N)CC1=CC=C(C=C1)OC (1S,5S,6R)-3-(5-amino-1-(4-methoxybenzyl)-1H-pyrazol-3-yl)bicyclo[3.1.0]hex-2-ene-6-carboxylic acid ethyl ester